(R)-N-((5-cyclopropyl-7-(3-methyl-2,4-dioxoimidazolidin-1-yl)pyrazolo[1,5-a]pyridin-2-yl)methyl)-2-methylpropane-2-sulfinamide C1(CC1)C1=CC=2N(C(=C1)N1C(N(C(C1)=O)C)=O)N=C(C2)CN[S@](=O)C(C)(C)C